C(CCC)[Si](C=1C=C(C=CC1)P(N(P(C1=C(C=CC=C1)OC(F)(F)F)C1=CC(=CC=C1)[Si](CCCC)(CCCC)CCCC)C)C1=CC(=CC=C1)[Si](CCCC)(CCCC)CCCC)(CCCC)CCCC N-(bis(3-(tributylsilyl)phenyl)phosphaneyl)-N-methyl-1-(3-(tributylsilyl)phenyl)-1-(2-(trifluoromethoxy)phenyl)phosphanamine